C1(CC1)C1=NC=NC(=C1C=1N=CC2=C(N1)NC(C=C2)=O)OC(F)F 2-[4-cyclopropyl-6-(difluoromethoxy)pyrimidin-5-yl]-8H-pyrido[2,3-d]pyrimidin-7-one